(2-Aminophenyl)(cyclopentyl)methanone NC1=C(C=CC=C1)C(=O)C1CCCC1